BrC1=CC2=C(N(C=N2)C2C(NC(CC2)=O)=O)C=C1 3-(5-bromo-1H-benzo[d]imidazol-1-yl)piperidine-2,6-dione